(2E)-3-(dimethylamino)-1-(4-methoxyphenyl)-2-propen-1-one CN(/C=C/C(=O)C1=CC=C(C=C1)OC)C